6-[3-(1-adamantyl)-4-hydroxyphenyl]-2-naphthoic acid C12(CC3CC(CC(C1)C3)C2)C=2C=C(C=CC2O)C=2C=C3C=CC(=CC3=CC2)C(=O)O